OC1=CC=C2C=CC=C(C2=C1)C#N 7-hydroxy-1-naphthonitrile